N-[(2Z)-2-chloro-3-(dimethylamino)-2-propenyl]-N-methylmethylamine hexafluorophosphate F[P-](F)(F)(F)(F)F.Cl\C(\CN(C)C)=C/N(C)C